1-(2,3-Dimethylphenyl)-5-methyl-N-(chinolin-2-yl)-1H-1,2,3-triazol-4-carboxamid CC1=C(C=CC=C1C)N1N=NC(=C1C)C(=O)NC1=NC2=CC=CC=C2C=C1